S-[2-[(E)-tert-butylsulfinyliminomethyl]-6-methyl-phenyl] thioglycolate C(CO)(=O)SC1=C(C=CC=C1C)/C=N/S(=O)C(C)(C)C